C1(CC1)CNC(C)C1=NC=C(C=C1)C(F)(F)F N-(cyclopropylmethyl)-1-(5-(trifluoromethyl)pyridin-2-yl)ethan-1-amine